COC(=O)C1=CC2=C(OCCN2)C=C1 3,4-dihydro-2H-benzo[b][1,4]oxazine-6-carboxylic acid methyl ester